ClC1=NC(=CC(=C1)N1C[C@H](CC1)OC)SC (S)-2-chloro-4-(3-methoxypyrrolidin-1-yl)-6-(methylthio)pyridine